N-(5-(methoxymethyl)-4-((6-methoxy-5-(1-methylpyrazol-3-yl)pyridin-2-yl)amino)pyridin-2-yl)acetamide COCC=1C(=CC(=NC1)NC(C)=O)NC1=NC(=C(C=C1)C1=NN(C=C1)C)OC